ClC1=CC=C(S1)CN1CCC2=CC(=CC=C12)NC(CCC)=O N-[1-(5-Chlorothiophen-2-ylmethyl)-2,3-dihydro-1H-indol-5-yl]-butyramide